(R)-2-(3-((6-(2-hydroxy-6-methyl-4-(trifluoromethyl)phenyl)-1,2,4-triazin-3-yl)amino)piperidin-1-yl)acetamide OC1=C(C(=CC(=C1)C(F)(F)F)C)C1=CN=C(N=N1)N[C@H]1CN(CCC1)CC(=O)N